COC(C(=CC1=CC=CC=C1)C=1N=NN(C1)CC1=CC=C(C=C1)Cl)=O (1-(4-chlorobenzyl)-1H-1,2,3-triazol-4-yl)cinnamic acid methyl ester